N-[(5-{4-[(1-methylpiperidin-4-yl)amino]-1-(2,2,2-trifluoroethyl)-1H-indol-2-yl}-1,3,4-thiadiazol-2-yl)methyl]-1H-indazole-6-carboxamide CN1CCC(CC1)NC1=C2C=C(N(C2=CC=C1)CC(F)(F)F)C1=NN=C(S1)CNC(=O)C1=CC=C2C=NNC2=C1